6-(3-{3-[(isoquinolin-5-yl)methylidene]cyclobutanecarbonyl}-3,8-diazabicyclo[3.2.1]octan-8-yl)pyridine-3-carbonitrile C1=NC=CC2=C(C=CC=C12)C=C1CC(C1)C(=O)N1CC2CCC(C1)N2C2=CC=C(C=N2)C#N